N1=CC(=CC=C1)C=1C(OC=2C(C1)=CC=1CCCN3CCCC2C13)=O 2,3,6,7-tetrahydro-10-(3-pyridinyl)-1H,5H,11H-[1]benzopyrano[6,7,8-ij]quinolizin-11-one